N1=CC=C(C=C1)CS(=O)(=O)N pyridin-4-yl-methanesulfonamide